(S)-3-(5-ethoxy-4-Ethyl-2-methoxyphenyl)piperidine hydrochloride Cl.C(C)OC=1C(=CC(=C(C1)[C@H]1CNCCC1)OC)CC